Biphenylyl-[Phenyl(dimethylfluorenyl)triazinyl]benzoselenophen C1(=C(C=CC=C1)C1=C([Se]C2=C1C=CC=C2)C2=NN=NC(=C2C2=C(C(=CC=1C3=CC=CC=C3CC21)C)C)C2=CC=CC=C2)C2=CC=CC=C2